(2r,4s)-2-(4-(2-chloro-3-(trifluoromethoxy)phenyl)piperidine-1-carbonyl)-5-azaspiro[3.4]octan-6-one ClC1=C(C=CC=C1OC(F)(F)F)C1CCN(CC1)C(=O)C1CC2(C1)NC(CC2)=O